N1(CCC1)C(C(C)(C)N1C(N(C2=C(C1=O)C(=C(S2)C=2OC=CN2)C)C[C@H](OC2CCOCC2)C2=C(C=CC=C2)O)=O)=O 3-[1-(azetidin-1-yl)-2-methyl-1-oxopropan-2-yl]-1-[(2R)-2-(2-hydroxyphenyl)-2-(oxacyclohex-4-yloxy)ethyl]-5-methyl-6-(1,3-oxazol-2-yl)-1H,2H,3H,4H-thieno[2,3-d]pyrimidine-2,4-dione